C(#N)C1=CC(=C(OCC2=NC=CC(=N2)O[C@@H]2C[C@@H](N(CC2)CC2=NC3=C(N2C[C@H]2OCC2)C=C(C=C3)C(=O)O)CF)C=C1)F 2-{[(2R,4S)-4-({2-[(4-cyano-2-fluorophenoxy)methyl]pyrimidin-4-yl}oxy)-2-(fluoromethyl)piperidin-1-yl]methyl}-1-{[(2S)-oxetan-2-yl]methyl}-1H-1,3-benzodiazole-6-carboxylic acid